CC=1N=C2COCCN2C1C (8S)-2,3-dimethyl-5,6-dihydro-8H-imidazo[2,1-c][1,4]oxazin